benzyl (2R,3S,5S)-2-(hydroxymethyl)-5-(methoxymethyl)-3-[[(4-methoxyphenyl)-methyl]amino]pyrrolidine-1-carboxylate OC[C@@H]1N([C@@H](C[C@@H]1NCC1=CC=C(C=C1)OC)COC)C(=O)OCC1=CC=CC=C1